CS(=O)(=O)OCC1CN(C1)C1=CC=C(C=C1)NC1=NC=C2C(=N1)N(N(C2=O)CC=C)C2=CC=C1C(=N2)[C@@](CC1)(O)CC (R)-(1-(4-((2-allyl-1-(7-ethyl-7-hydroxy-6,7-dihydro-5H-cyclopenta[b]pyridin-2-yl)-3-oxo-2,3-dihydro-1H-pyrazolo[3,4-d]pyrimidin-6-yl)amino)phenyl)azetidin-3-yl)methyl methanesulfonate